COC1=NC=C(C=C1)OC 2,5-dimethoxypyridine